C(C1=CC=CC=C1)(=O)OC[C@@H]1CC(C(N1C(=O)OC(C)(C)C)O)C tert-butyl (5S)-5-((benzoyloxy)methyl)-2-hydroxy-3-methylpyrrolidine-1-carboxylate